C(CCCCCCC\C=C/CCCCCCCC)(=O)OC[C@@H](OC(CCCCCCC\C=C/CCCCCCCC)=O)COP(=O)(O)OC[C@H](N)C(=O)O 1,2-dioleoyl-sn-glycero-3-phosphoserine